O1CC(CC1)C1=C(C=CC=C1)CS(=O)(=O)Cl (2-(tetrahydrofuran-3-yl)phenyl)methanesulfonyl chloride